5-(4-(cyclohexylmethoxy)phenyl)-2-oxo-6-(trifluoromethyl)-1,2-dihydropyridine-3-carboxamide C1(CCCCC1)COC1=CC=C(C=C1)C=1C=C(C(NC1C(F)(F)F)=O)C(=O)N